P(=O)(O)(O)O.FC=1C=C(C=CC1C=1C=NC(=CC1)C=1N=NN(N1)C=C)N1C(O[C@H](C1)CO)=O (R)-3-(3-fluoro-4-(6-(2-vinyl-2H-tetrazol-5-yl)pyridin-3-yl)phenyl)-5-(hydroxymethyl)oxazolidin-2-one phosphate